silicon germanium bismuth [Bi].[Ge].[Si]